ClC=1C=C(C=CC1F)[C@@H](NC(=O)[C@@H]1CNC(O1)=O)C=1N=C(SC1)C(F)(F)F |&1:8| (S)-N-((R and S)-(3-chloro-4-fluorophenyl)(2-(trifluoro-methyl)thiazol-4-yl)methyl)-2-oxooxazolidine-5-carboxamide